tert-butyl (6-(dimethylphosphoryl)-4-methoxypyridin-3-yl)carbamate CP(=O)(C)C1=CC(=C(C=N1)NC(OC(C)(C)C)=O)OC